B1=CC=C2C1=CC=CO2 oxaininoborole